hexahydrodiisocyanatoxylene N(=C=O)C1(C(CCCC1)(C)N=C=O)C